C(C)(C)(C)OC(=O)N(C=1C(=C2N=CC=NC2=CC1)Br)C(=O)OC(C)(C)C N,N-di(tert-butyloxycarbonyl)-5-bromoquinoxaline-6-amine